rac-4-((2R,3S,4S,5R)-3-(3,4-difluoro-2-methoxyphenyl)-4,5-dimethyl-5-(trifluoromethyl)tetrahydrothiophene-2-carboxamido)picolinamide FC=1C(=C(C=CC1F)[C@H]1[C@@H](S[C@]([C@H]1C)(C(F)(F)F)C)C(=O)NC1=CC(=NC=C1)C(=O)N)OC |r|